C(C)(C)(C)OC(=O)NC(C(=O)O)CC1=CC=C(C=C1)S(=O)(=O)CC(C)=O N-t-butoxycarbonyl-3-(4-(2-oxopropylsulfonyl)phenyl)-2-aminopropionic acid